FC(C1=C(C(N=N1)=C1N=NC(=C1)C(F)(F)F)C(=O)[O-])(F)F 5,5'-di(trifluoromethyl)-3,3'-bipyrazolate